C(C1=CC=CC=C1)(=O)C1C(=O)N(C(C1)=O)O benzoyl-N-hydroxysuccinimide